S1NCCC2=C1C=CC=C2 3,4-dihydrobenzothiazine